ClC1=C(C=CC(=C1)F)N1N=CC(=C1)C(=O)N1[C@@H]2C(OCCCCN3C=C4C(C=CC=C4C4=CC=CC(O[C@H](C1)C2)=C4)=N3)=O (16S,19S)-17-[1-(2-chloro-4-fluoro-phenyl)pyrazole-4-carbonyl]-14,20-dioxa-9,17,27-triazapentacyclo[19.3.1.16,9.116,19.02,7]heptacosa-1(24),2,4,6(27),7,21(25),22-heptaen-15-one